CN1N=C(C(=C1)C)C1=NC(=NC(=C1)N1CC(C1)NC)N 4-(1,4-dimethyl-1H-pyrazol-3-yl)-6-(3-(methylamino)azetidin-1-yl)pyrimidin-2-amine